phosphinothiol PS